N[C@@H]1CC[C@H](CC1)CC(=O)N (trans-4-aminocyclohexyl)acetamide